4-methoxy-5-nitro-2-(piperidin-1-yl)pyridine COC1=CC(=NC=C1[N+](=O)[O-])N1CCCCC1